OC=1C(=CC2=C(SC(=C2)C(CCC(=O)OC)=O)C1)OC methyl 4-(6-hydroxy-5-methoxybenzo[b]thiophen-2-yl)-4-oxobutanoate